9-aminononyl-(triphenyl)phosphonium bromide [Br-].NCCCCCCCCC[P+](C1=CC=CC=C1)(C1=CC=CC=C1)C1=CC=CC=C1